BrC1=CC(=NC=C1OCCCl)C1=NC(=CC=C1)C 4-bromo-5-(2-chloroethoxy)-6'-methyl-[2,2'-bipyridin]